5-fluoro-1-[2-(hydroxymethyl)-1,3-oxathiolan-5-yl]cytosine FC=1C(=NC(N(C1)C1CSC(O1)CO)=O)N